[C-](S(=O)(=O)C(F)(F)F)(S(=O)(=O)C(F)(F)F)S(=O)(=O)C(F)(F)F.C(CCCCCCC)[N+](CCO)(C)C Octyl-dimethyl-2-hydroxyethyl-ammonium tris(trifluoromethanesulfonyl)methide